ClC1=C(C=CC=C1)CC(=O)NC1=CC(=C(C=C1)C=1C=NN(C1)C)S(N)(=O)=O 2-(2-chlorophenyl)-N-[4-(1-methyl-1H-pyrazol-4-yl)-3-sulfamoylphenyl]acetamide